(2RS)-2-bromo-2-(5-chloro-2-methoxy-phenyl)acetic acid methyl ester COC([C@@H](C1=C(C=CC(=C1)Cl)OC)Br)=O |r|